ClC1=NC=C(C=C1)B(O)O 2-chloropyridine-5-boronic acid